Methyl-(2-((6-((R)-3-(2-ethoxyphenoxy)piperidin-1-yl)pyrazin-2-yl)amino)pyrimidin-4-yl)-L-Prolinate C[C@@]1(N(CCC1)C1=NC(=NC=C1)NC1=NC(=CN=C1)N1C[C@@H](CCC1)OC1=C(C=CC=C1)OCC)C(=O)[O-]